C1=CC=CC=2C3=CC=CC=C3C3(C12)C1=CC=CC=C1NC=1C=CC=CC13 10H-spiro[acridine-9,9-fluorene]